C(C)(C)(C)OC(N(C=1C=NC=CC1C#CC1=NC=CC2=CN=C(C=C12)Cl)C(=O)OC(C)(C)C)=O tert-butyl-(tert-butoxycarbonyl)(4-((7-chloro-2,6-naphthyridin-1-yl)ethynyl)pyridin-3-yl)carbamate